NC1=NC=CC=C1C1=NC=2C(=NC(=CC2)C2CCCC2)N1C1=CC=C(CN2CCC(CC2)NC2=NC(=NC=C2)C#N)C=C1 4-((1-(4-(2-(2-Aminopyridin-3-yl)-5-cyclopentyl-3H-imidazo[4,5-b]pyridin-3-yl)benzyl)piperidin-4-yl)amino)pyrimidine-2-carbonitrile